{[(2R,4S)-4-({2-[(4-cyano-2-fluorophenoxy)methyl]pyrimidin-4-yl}oxy)-2-(trifluoromethyl)piperidin-1-yl]methyl}-1-{[(2S)-oxetan-2-yl]methyl}-1H-1,3-benzodiazole-6-carboxylic acid C(#N)C1=CC(=C(OCC2=NC=CC(=N2)O[C@@H]2C[C@@H](N(CC2)CC2=NC3=C(N2C[C@H]2OCC2)C=C(C=C3)C(=O)O)C(F)(F)F)C=C1)F